6-oxa-8-azaspiro[3.5]nonane C1CCC12COCNC2